3-[7-(2-carboxy-2-cyanovinyl)-5,6-difluoro-[1,10]phenanthroline-4-yl]-2-cyanoacrylate C(=O)(O)C(=CC=1C2=C(C(=C3C(=CC=NC3=C2N=CC1)C=C(C(=O)[O-])C#N)F)F)C#N